Cl.Cl.C(#N)C1=CC2=C(C(=NO2)C2=C(C=CC=C2)[C@H](CC2=NC(=CC=C2)NC)N)C=C1 (S)-1-[2-(6-Cyanobenzo[d]isoxazol-3-yl)phenyl]-2-(6-methylaminopyridine-2-yl)ethan-1-amine dihydrochloride